N-(2,3-dichlorophenyl)-3-(hydroxymethyl)-N,5-dimethyl-1H-indole-2-carboxamide ClC1=C(C=CC=C1Cl)N(C(=O)C=1NC2=CC=C(C=C2C1CO)C)C